2-isopropyl-1H-indole C(C)(C)C=1NC2=CC=CC=C2C1